(2-isopropyl-pyrimidin-4-yl)-4-nitro-butyric acid ethyl ester C(C)OC(C(CC[N+](=O)[O-])C1=NC(=NC=C1)C(C)C)=O